p-Bromobenzoic Acid C1=CC(=CC=C1C(=O)O)Br